pentaerythritol tris(3-mercaptoisobutyrate) SCC(C(=O)OCC(COC(C(CS)C)=O)(COC(C(CS)C)=O)CO)C